ClC=1C(=C(C=CC1OCC1CC1)NC=1C2=C(N=CN1)C=NC(=N2)N2CCNC1(CC1)C2)F N-[3-chloro-4-(cyclopropylmethoxy)-2-fluoro-phenyl]-6-(4,7-diazaspiro[2.5]octan-7-yl)pyrimido[5,4-d]pyrimidin-4-amine